2-(2,4-dichlorobenzyl)-4-(2,4-dichlorophenyl)-5-methyl-1H-imidazole ClC1=C(CC=2NC(=C(N2)C2=C(C=C(C=C2)Cl)Cl)C)C=CC(=C1)Cl